CC1=C(C[C@H](N)C(=O)O)C=CC=C1 2-methyl-L-phenylalanine